1-(3-buten-1-yloxy)-3-(propargyloxy)-2-propanol dichlorophosphite P(Cl)(Cl)OC(COCCC=C)COCC#C